FC=1C=C(C=C(C1N1CCOCC1)F)C=1N=NNC1 4-(3,5-difluoro-4-morpholinophenyl)-1H-1,2,3-triazol